hydroxyhexanoate CCCCC(C(=O)O)O